O=C1N(C=CC(=C1)N[C@H]1C(NC(CC1)=O)=O)C1CCNCC1 (R)-3-((2-oxo-1-(piperidin-4-yl)-1,2-dihydropyridin-4-yl)amino)piperidine-2,6-dione